Br[Cu]Br Dibromocopper